C(C)OC(C(C)(C)OC1=C(C=C(C=C1C)CN1C(N(CC1)C1=C(C=CC=C1)C(F)(F)F)=O)C)=O 2-(2,6-dimethyl-4-((2-oxo-3-(2-(trifluoromethyl)phenyl)imidazolin-1-yl)methyl)phenoxy)-2-methylpropanoic acid ethyl ester